4-(1-cyclohexyl-4-phenyl-1H-imidazol-5-yl)-1H-pyrrolo[2,3-b]Pyridine C1(CCCCC1)N1C=NC(=C1C1=C2C(=NC=C1)NC=C2)C2=CC=CC=C2